C(CCCCCCC)C(CCCCCCCC)OC(C(CCCCCCN(CCCCCCCC(=O)OCCCCCCCCC)CCO)C)=O.C(CCCCCCC)SCCNC(C)=O N-(2-octylthioethyl)acetamide 1-octylnonyl-8-{(2-hydroxyethyl)[7-(nonyloxycarbonyl)heptyl]amino}-2-methyloctanoate